(E)-3-(3-(4-methoxyphenyl)acryloyl)oxazolidin-2-one-4,4,5,5-d4 COC1=CC=C(C=C1)/C=C/C(=O)N1C(OC(C1([2H])[2H])([2H])[2H])=O